C1(=CC=CC2=CC=CC=C12)C1=CC=C(C=C1)Br 4-(1-naphthyl)-bromobenzene